1-(2,2,2-trifluoro-ethyl)piperazine FC(CN1CCNCC1)(F)F